6-ethyl-1,4-oxazepane C(C)C1CNCCOC1